(2-(2-Aminopyridin-3-yl)-3-(4-(((tert-butyldimethylsilyl)oxy)methyl)phenyl)-3H-imidazo[4,5-b]pyridin-5-yl)methyl acetate C(C)(=O)OCC1=CC=C2C(=N1)N(C(=N2)C=2C(=NC=CC2)N)C2=CC=C(C=C2)CO[Si](C)(C)C(C)(C)C